BrC1=C(N=C(C=2N1N=CC2)N2CCC1(CC2)[C@@H](C2=CC=CC(=C2C1)OC)N[S@](=O)C(C)(C)C)C (R)-N-[(1S)-1'-(7-bromo-6-methyl-pyrazolo[1,5-a]pyrazin-4-yl)-4-methoxy-spiro[indan-2,4'-piperidin]-1-yl]-2-methyl-propane-2-sulfinamide